4-hydroxy-6-{2-[3-(trifluoromethoxy)phenyl]ethyl}pyridazine-3(2H)-one OC=1C(NN=C(C1)CCC1=CC(=CC=C1)OC(F)(F)F)=O